FC1(CCC(CC1)CNC=1N=CC2=C(N1)NC=C2C=2C=C1C(=NC2)N=C(N1C(C)C)C)F N-((4,4-difluorocyclohexyl)methyl)-5-(1-isopropyl-2-methyl-1H-imidazo[4,5-b]pyridin-6-yl)-7H-pyrrolo[2,3-d]pyrimidin-2-amine